(1R,2R)-aminoalcohol NO